[N+](=O)([O-])C1=CC=C(C(=O)O)C=C1.[Si](C1=CC=CC=C1)(C1=CC=CC=C1)(C(C)(C)C)O[C@@H]1CC([C@@H]2OC(C[C@H]21)OC)CC(=O)O (3aR,4R,6aS)-4-((tert-butyldiphenylsilyl) oxy)-2-methoxyhexahydro-2H-cyclopenta[b]furan-6-ylacetate (4-nitrobenzoate)